(S)-4-methylpiperazine-2-carboxylic acid CN1C[C@H](NCC1)C(=O)O